IC=1C(C(C1I)=O)=O 3,4-diiodo-3-cyclobutene-1,2-dione